C(C)(C)(C)OC(=O)N(C=1C(=C(C=C(C1)C#N)N1CC2N(C(C1)C2)C(=O)OC(C)(C)C)Cl)C(=O)OC(C)(C)C Tert-butyl 3-(3-{bis[(tert-butoxy)carbonyl]amino}-2-chloro-5-cyanophenyl)-3,6-diazabicyclo[3.1.1]heptane-6-carboxylate